3-(3,4,5-trimethoxyphenyl)-1-(7-methoxy-1,2,3,4-tetrahydroquinoxalin-1-yl)prop-2-en-1-one COC=1C=C(C=C(C1OC)OC)C=CC(=O)N1CCNC2=CC=C(C=C12)OC